(2R)-3-ethoxy-2-hydroxypropionate C(C)OC[C@H](C(=O)[O-])O